tert-butyl-L-threonine hydrochloride Cl.C(C)(C)(C)N[C@@H]([C@H](O)C)C(=O)O